(RS)-2-(1-(4-amino-3-(3-fluoro-4-isopropoxyphenyl)-1H-pyrazolo[3,4-d]pyrimidin-1-yl)ethyl)-6-fluoro-3-(3-fluorophenyl)-4H-chromen-4-one NC1=C2C(=NC=N1)N(N=C2C2=CC(=C(C=C2)OC(C)C)F)[C@H](C)C=2OC1=CC=C(C=C1C(C2C2=CC(=CC=C2)F)=O)F |r|